FC(F)(F)C1=NOC=C1 trifluoromethyl-isoxazol